CC1C(NC2=C(S1)C=CC(=C2)C(=O)NC=2C=C(CNC=1C=C(C=CC1)S(=O)(=O)F)C=CC2)=O 3-((3-(2-Methyl-3-oxo-3,4-dihydro-2H-benzo[b][1,4]thiazine-6-carboxamido)benzyl)amino)benzenesulfonyl fluoride